FC=1C(=CC=2C3=C(N=C(C2C1)OC)COC[C@@H]3N(C(=O)C=3NC1=CC(=C(C=C1C3)F)F)C)F (R)-N-(8,9-difluoro-6-methoxy-1,4-dihydro-2H-pyrano[3,4-c]isoquinolin-1-yl)-5,6-difluoro-N-methyl-1H-indole-2-carboxamide